FC1(CCN(CC1)C1=C(C=CC=2N1N=C(N2)N[C@H]2CN(CCC2)C(=O)C2=CC=C(C=C2)NC(C=C)=O)C=2C=NNC2)F (R)-N-(4-(3-((5-(4,4-difluoropiperidin-1-yl)-6-(1H-pyrazol-4-yl)-[1,2,4]triazolo[1,5-a]pyridin-2-yl)amino)piperidine-1-carbonyl)phenyl)acrylamide